(9R)-9,10-Difluoro-N-(4-((4-hydroxybenzyl)amino)phenyl)decanamid F[C@H](CCCCCCCC(=O)NC1=CC=C(C=C1)NCC1=CC=C(C=C1)O)CF